1-(2-methoxy-6-((4-methoxybenzyl)oxy)phenyl)ethan-1-one Lithium (ii) [Li+2].COC1=C(C(=CC=C1)OCC1=CC=C(C=C1)OC)C(C)=O